2-(4-isobutylphenyl)-N-((4-(5-(p-tolyl)-3-(trifluoromethyl)-1H-pyrazol-1-yl)phenyl)sulfonyl)propionamide C(C(C)C)C1=CC=C(C=C1)C(C(=O)NS(=O)(=O)C1=CC=C(C=C1)N1N=C(C=C1C1=CC=C(C=C1)C)C(F)(F)F)C